Cl.N[C@H](C(=O)N1CCN(CC1)C1=CC=C(C=C1)C1=NNC=2C1=NN(C(C2)=O)C2=C(C=C(C#N)C=C2C)F)C (S)-4-(3-(4-(4-(2-Aminopropionyl)piperazin-1-yl)phenyl)-6-oxo-1H-pyrazolo[4,3-c]pyridazin-5(6H)-yl)-3-fluoro-5-methylbenzonitril-Hydrochlorid